CN[C@@H]1C[C@H](C1)NC1=NN2C(C=N1)=C(C=C2)C2=CC=1C(=NC=CN1)N=C2 trans-N1-methyl-N3-(5-(pyrido[2,3-b]pyrazin-7-yl)pyrrolo[2,1-f][1,2,4]triazin-2-yl)cyclobutane-1,3-diamine